COC1=C2C=CC=NC2=C(C=C1)S(=O)(=O)NC1=C(C=CC=C1)C#CC=1C=C(C(=NC1)C(=O)O)C 5-{2-[2-(5-methoxyquinoline-8-sulfonamido)phenyl]ethynyl}-3-methylpyridine-2-carboxylic acid